3-fluoro-4-propan-2-ylaniline FC=1C=C(N)C=CC1C(C)C